NCC1=CC=CC(=N1)C(=O)N(C1=CC=C(C=C1)C)C 6-(aminomethyl)-N-methyl-N-(p-tolyl)pyridinecarboxylic acid amide